C(#N)C=1C(=NC(=CC1C1=CC=C(C=C1)F)C1=NC=CC=C1C)OCCN1CCN(CC1)C(=O)OC(C)C Isopropyl 4-(2-(3-cyano-4-(4-fluorophenyl)-6-(3-methylpyridin-2-yl)pyridin-2-yloxy)ethyl)piperazine-1-carboxylate